Tert-butyl (5-ethyl-1-methyl-4-oxo-4,5-dihydro-1H-pyrazolo[4,3-c]pyridin-3-yl)carbamate C(C)N1C(C2=C(C=C1)N(N=C2NC(OC(C)(C)C)=O)C)=O